FC1(C[C@H](CC1)[C@H](C(=O)O)C1=CC=C(C=C1)C=1N=NN(N1)C)F (S)-2-((S)-3,3-Difluorocyclopentyl)-2-(4-(2-methyl-2H-tetrazol-5-yl)phenyl)acetic acid